O=C1N(CCC1)C1C(N(CCCC1)CCCCCCCCCCCCCC)=O 3-(2-oxopyrrolidin-1-yl)-1-tetradecylazepan-2-one